6-Chloro-4-((triisopropylsilyl)ethynyl)-1H-pyrrolo[2,3-b]pyridine-5-carboxamide ClC1=C(C(=C2C(=N1)NC=C2)C#C[Si](C(C)C)(C(C)C)C(C)C)C(=O)N